(3-chloro-4-methyl-6-oxopyridazin-1(6H)-yl)acetic acid methyl ester COC(CN1N=C(C(=CC1=O)C)Cl)=O